NC1=NN(C=C1C=1C=C2CCNC(C2=CC1)=O)C=1C=C(C=C(C1)C(F)(F)F)NC(C=C)=O N-(3-(3-amino-4-(1-oxo-1,2,3,4-tetrahydroisoquinolin-6-yl)-1H-pyrazol-1-yl)-5-(trifluoromethyl)phenyl)acrylamide